Tributylisopropenyl-tin C(CCC)[Sn](C(=C)C)(CCCC)CCCC